C(C)C1=C(C=C(C=C1)O)B1OC(C(O1)(C)C)(C)C 4-ethyl-3-(4,4,5,5-tetramethyl-1,3,2-dioxaborolan-2-yl)phenol